4,5,6,7-tetrahydro-4-benzofuranone O1C=CC2=C1CCCC2=O